CCCCCCCCCCCCCC(=O)O[C@H](COC(=O)CCCCCCCCC/C=C\CCCCCCCCCC)COP(=O)(O)OC[C@@H](C(=O)O)N 1-(11Z-docosenoyl)-2-tetradecanoyl-glycero-3-phosphoserine